C(CC)(=O)O[C@H]1CC[C@@H]2[C@@]1(CC[C@@H]1[C@]3(CCC=4N=C(SC4C3=CC[C@@H]21)NC2=C(C=CC=C2)Cl)C)C (5aR,5bS,7aS,8S,10aS,10bR)-2-((2-chlorophenyl)amino)-5a,7a-dimethyl-5,5a,5b,6,7,7a,8,9,10,10a,10b,11-dodecahydro-4H-cyclopenta[7,8]phenanthro[2,1-d]thiazol-8-yl propionate